3-((4-((2-cyclopropyl-4-phenyloxazol-5-yl)oxy)pyridin-2-yl)amino)-N-methylbenzamide C1(CC1)C=1OC(=C(N1)C1=CC=CC=C1)OC1=CC(=NC=C1)NC=1C=C(C(=O)NC)C=CC1